NC=1C=2N(C3=CC(=C(C=C3N1)F)C(=O)N(C=1C=NN3C1C=CC=C3)CC3=C(C=C(C=C3)C(F)(F)F)F)C=NC2 4-amino-7-fluoro-N-[[2-fluoro-4-(trifluoromethyl)phenyl]methyl]-N-pyrazolo[1,5-a]pyridin-3-yl-imidazo[1,5-a]quinoxaline-8-carboxamide